COC=1C=C2C(=CC=NC2=CC1OC)OC1=NC=C(C=N1)NC(=O)C1=CN(N=C(C1=O)C1=CC=C(C=C1)F)C(C)C N-(2-((6,7-dimethoxyquinolin-4-yl)oxy)pyrimidin-5-yl)-6-(4-fluorophenyl)-2-isopropyl-5-oxo-2,5-dihydropyridazine-4-carboxamide